BrC=1C(=CC(=NC1)OC(F)F)C 5-bromo-2-(difluoromethoxy)-4-methylpyridine